C1(=CC=CC=C1)S(=O)(=O)N1CCC2(C[C@@H](OC2=O)CCN2CCN(CC2)C2=CC=C(C=C2)C)CC1 (R)-8-(phenylsulfonyl)-3-(2-(4-(p-tolyl)piperazin-1-yl)ethyl)-2-oxa-8-azaspiro[4.5]decan-1-one